5-(5-((4-(3,3-Dimethylbutanoyl)-3-hydroxy-2-methylphenoxy)methyl)pyrazin-2-yl)-2-fluoro-4-methoxybenzoic acid CC(CC(=O)C1=C(C(=C(OCC=2N=CC(=NC2)C=2C(=CC(=C(C(=O)O)C2)F)OC)C=C1)C)O)(C)C